C(C)(C)C1=C(NC2=CC=C(C=C12)C1CCNCC1)C=1C=CC=2N(C1C)N=NN2 6-(3-isopropyl-5-(piperidin-4-yl)-1H-indol-2-yl)-5-methyltetrazolo[1,5-a]pyridine